1,3-Dibromo-5-((1-((2-methoxyethoxy)methoxy)cyclopropyl)methyl)benzene BrC1=CC(=CC(=C1)CC1(CC1)OCOCCOC)Br